C(C)(=O)O[C@H]1[C@@H](O[C@@H]([C@H]([C@@H]1OC(C)=O)OC(C)=O)CN=[N+]=[N-])N 2,3,4-tri-O-acetyl-6-azido-6-deoxy-beta-D-glucopyranosyl-amine